tert-Butyl (S)-4-(4-bromo-5-fluoro-1H-indole-7-carbonyl)-3-(2-hydroxyethyl)piperazine-1-carboxylate BrC1=C2C=CNC2=C(C=C1F)C(=O)N1[C@H](CN(CC1)C(=O)OC(C)(C)C)CCO